FC1=C(C=C(C=C1)CNC(=O)N1CCC2(N(C3=CC=C(C=C3C(C2)=O)F)C)CC1)NCC(C(=O)OC)(C)C Methyl 3-((2-fluoro-5-((6'-fluoro-1'-methyl-4'-oxo-3',4'-dihydro-1'H-spiro[piperidine-4,2'-quinoline]-1-carboxamido)methyl)phenyl)amino)-2,2-dimethylpropanoate